C(C)(C)C=C(C(=O)OOCC)C#N ethoxy isopropyl-cyanoacrylate